5-chloro-2-[[5-chloro-2-(6-chloro-3-pyridinyl)-4-(difluoromethyl)imidazol-1-yl]methyl]pyrimidine ClC=1C=NC(=NC1)CN1C(=NC(=C1Cl)C(F)F)C=1C=NC(=CC1)Cl